COC1=CC=C(CN2C(C(CCC2=O)OC2=NC3=C(N2C)C(=CC=C3)OC[C@H]3CN(CCO3)C(=O)OC(C)(C)C)=O)C=C1 (2R)-tert-butyl 2-(((2-((1-(4-methoxybenzyl)-2,6-dioxopiperidin-3-yl)oxy)-1-methyl-1H-benzo[d]imidazol-7-yl)oxy)methyl)morpholine-4-carboxylate